C1(CC1)N1C=NC2=C1C=CC(=C2)[C@H](C)N (1S)-1-(1-cyclopropylbenzimidazol-5-yl)ethanamine